5-acetamido-tetrazole C(C)(=O)NC1=NN=NN1